BrC=1C=C2C=C(N=CC2=CC1Cl)NC(=O)[C@@H]1C[C@H](C1)OC trans-N-(6-bromo-7-chloroisoquinolin-3-yl)-3-methoxycyclobutane-1-carboxamide